3-(4-((2-((5-Bromo-1H-benzo[d]imidazol-1-yl)methyl)-3-methoxy-phenoxy)methyl)-2-ethyl-phenyl)propanoic acid BrC1=CC2=C(N(C=N2)CC2=C(OCC3=CC(=C(C=C3)CCC(=O)O)CC)C=CC=C2OC)C=C1